(2S-3R)-3-((bis(benzyloxy)phosphoryl)oxy)pentan-2-yl (chloromethyl) carbonate C(O[C@@H](C)[C@@H](CC)OP(=O)(OCC1=CC=CC=C1)OCC1=CC=CC=C1)(OCCl)=O